2-(methoxymethyl)-4,6-dichloropyrimidine COCC1=NC(=CC(=N1)Cl)Cl